OC12C(C=3C=C(SC3N=C2N(CC1)C1=CC(=NC=C1)OC)C)=O 9-hydroxy-12-(2-methoxypyridine-4-yl)-5-methyl-4-thia-2,12-diazatricyclo[7.3.0.03,7]dodeca-1,3(7),5-trien-8-one